ClC1=C(C(=O)NC=2C=NC(=C(C2)Cl)N2N=CC=N2)C=C(C(=C1)C1=C(C=NC=C1)C#C)C#C 2-chloro-N-(5-chloro-6-(2H-1,2,3-triazol-2-yl)pyridin-3-yl)-5-ethynyl-4-(3-ethynylpyridine-4-yl)benzamide